(S)-1-{2-[1-(4-fluorophenyl)ethylamino]-6-(pyrazin-2-ylamino)pyridin-4-yl}-3-(trifluoromethyl)azetidine FC1=CC=C(C=C1)[C@H](C)NC1=NC(=CC(=C1)N1CC(C1)C(F)(F)F)NC1=NC=CN=C1